N-{[(2R)-1,4-Dioxan-2-yl]methyl}-2'-[(6-Methylpyridin-3-yl)methyl]-8'-(Trifluoromethyl)-2',5'-dihydrospiro[Cyclopropan-1,4'-furo[2,3-g]indazol]-7'-carboxamid O1[C@@H](COCC1)CNC(=O)C1=C(C2=C(CC3(C4=CN(N=C24)CC=2C=NC(=CC2)C)CC3)O1)C(F)(F)F